CN(CCCCC)C N,N-dimethyl-N-pentylamine